(3s,5r)-3-aminomethyl-7-cyclohexyl-5-methyl-heptanoic acid NC[C@H](CC(=O)O)C[C@@H](CCC1CCCCC1)C